4-((4-isothiocyanato-2,3-dimethylphenyl)ethynyl)-4'-n-pentylbiphenyl N(=C=S)C1=C(C(=C(C=C1)C#CC1=CC=C(C=C1)C1=CC=C(C=C1)CCCCC)C)C